CS(=O)(=O)OC(CCC(=O)OC(COC(CCCCCCCC)=O)COC(CCCCCCCC)=O)CCC(=O)OC(COC(CCCCCCCC)=O)COC(CCCCCCCC)=O bis(1,3-bis(Nonanoyloxy)propan-2-yl) 4-((methylsulfonyl)oxy)heptanedioate